(S)-4-((3-fluoropyridin-2-yl)thio)-6-(3-(hydroxymethyl)-1-(piperidin-3-yl)-1H-pyrazol-4-yl)pyrazolo[1,5-a]pyridine-3-carbonitrile FC=1C(=NC=CC1)SC=1C=2N(C=C(C1)C=1C(=NN(C1)[C@@H]1CNCCC1)CO)N=CC2C#N